FC(C(C(F)(F)OOCC)(F)F)(C(F)(F)F)F ethoxy nonafluorobutyl ether